CCCC(CCCCCC(CCCCCCCCC)O)O nonadecane-4,10-diol